FC(CC1=C(NC2=CC=C(C=C12)C1CCN(CC1)CC(=O)NC)C1=CC(=NC(=C1)C)C)F 2-(4-(3-(2,2-difluoroethyl)-2-(2,6-dimethylpyridin-4-yl)-1H-indol-5-yl)piperidin-1-yl)-N-methylacetamide